OC1=CC=C(C(=O)N\N=C\[C@]2([C@@H](N3C(C[C@H]3S2(=O)=O)=O)C(=O)O)C)C=C1 (2s,3R,5R)-3-((e)-(2-(4-hydroxybenzoyl)hydrazono)methyl)-3-methyl-7-oxo-4-thia-1-azabicyclo[3.2.0]heptane-2-carboxylic acid 4,4-dioxide